N-(3-amino-4-(2-chloro-5-fluorophenoxy)-1-methyl-7-(1-methyl-1H-1,2,3-triazol-5-yl)-1H-indazol-5-yl)-3-fluoro-5-(trifluoromethyl)benzamide NC1=NN(C2=C(C=C(C(=C12)OC1=C(C=CC(=C1)F)Cl)NC(C1=CC(=CC(=C1)C(F)(F)F)F)=O)C1=CN=NN1C)C